tert-butyl ((R)-(1-(fluoromethyl)-1H-pyrazol-3-yl)(3-((R)-3-methyl-1,2,3,5,6,7-hexahydrodicyclopenta[b,e]pyridin-8-yl)ureido)(oxo)-λ6-sulfaneylidene)carbamate FCN1N=C(C=C1)[S@](=O)(NC(=O)NC1=C2C(=NC3=C1CCC3)[C@@H](CC2)C)=NC(OC(C)(C)C)=O